C(CCCCCCC\C=C/C\C=C/CCCCC)(=O)OCC(CC(C(=O)[O-])C(C)O)C(C(=O)[O-])C(C)O 3-(((9Z,12Z)-octadeca-9,12-dienoyl)oxy)propane-1,2-diylbis(3-hydroxybutanoate)